2-(Methoxycarbonyl)pyrrolidin COC(=O)C1NCCC1